tert-butyl 3-[5-[1-(trifluoromethyl)vinyl]-2-pyridyl]azetidine-1-carboxylate FC(C(=C)C=1C=CC(=NC1)C1CN(C1)C(=O)OC(C)(C)C)(F)F